4'-((4-(butylcarbamoyl)pyridin-2,6-diyl)bis(1H-1,2,3-triazole-4,1-diyl))bis(2-(trifluoromethyl)benzoic acid) C(CCC)NC(=O)C1=CC(=NC(=C1)C=1N=NN(C1)C=1C(=C(C(=O)O)C=CC1)C(F)(F)F)C=1N=NN(C1)C=1C(=C(C(=O)O)C=CC1)C(F)(F)F